Cl.COC(=O)C1=NC(=C(C=C1)C=1CCNCC1)C 6-methyl-5-(1,2,3,6-tetrahydropyridin-4-yl)pyridine-2-carboxylic acid methyl ester hydrochloride